FC(C=1C=NN(C1)C1=C(C#N)C=CC=C1)(F)F 2-(4-(trifluoromethyl)-1H-pyrazol-1-yl)benzonitrile